C1(=CC=CC2=CC=CC=C12)C1NC2=CC=CC=C2C(N1)=O 2-(Naphthalen-1-yl)-2,3-dihydroquinazolin-4(1h)-one